COC(C(CC1=CC=C(C=C1)O)=O)OC 1,1-dimethoxy-3-(4-hydroxyphenyl)propan-2-one